O1C=CC2=C1C=CC(=C2)S(=O)(=O)C=2C=C1C=NN(C(C1=CC2)=O)CC2=NN(C=C2)C2OCCCC2 6-(benzofuran-5-ylsulfonyl)-2-((1-(tetrahydro-2H-pyran-2-yl)-1H-pyrazol-3-yl)methyl)phthalazin-1(2H)-one